methyl (R)-2-(mercaptomethyl)pyrrolidine-1-carboxylate SC[C@@H]1N(CCC1)C(=O)OC